CC1(OB(OC1(C)C)C1=CC=C(C=C1)S(=O)(=O)C)C 4,4,5,5-tetramethyl-2-(4-(methyl-sulfonyl)phenyl)-1,3,2-dioxaborolane